FC(COC1=CC=NC2=CC=C(C=C12)[C@@H]1[C@H](C1)C=1C=2N(N=C(C1)C=1C(NC(NC1)=O)=O)C=CN2)(F)F 5-(8-((1S,2S)-2-(4-(2,2,2-trifluoroethoxy)quinolin-6-yl)cyclopropyl)imidazo[1,2-b]pyridazin-6-yl)pyrimidine-2,4(1H,3H)-dione